C1CCC2=C(C=CC=C12)C1=C(C=C2C(=N1)C(=NN2)C=2C=CC(=NC2)CN2CC=1N(CC2)N=CN1)OC 7-((5-(5-(2,3-dihydro-1H-inden-4-yl)-6-methoxy-1H-pyrazolo[4,3-b]pyridin-3-yl)pyridin-2-yl)methyl)-5,6,7,8-tetrahydro-[1,2,4]triazolo[1,5-a]pyrazine